5-amino-2-(7-morpholino-2-(pyridin-4-yl)pyrazolo[1,5-a]pyrimidin-5-yl)-4-phenylpyridazin-3(2H)-one NC1=C(C(N(N=C1)C1=NC=2N(C(=C1)N1CCOCC1)N=C(C2)C2=CC=NC=C2)=O)C2=CC=CC=C2